2-(2H-1,2,3-triazol-2-yl)-5-methylbenzoyl chloride N=1N(N=CC1)C1=C(C(=O)Cl)C=C(C=C1)C